2-([1,1'-biphenyl]-4-yl)-4-chloro-6-(3-(TRIPHENYLSILYL)phenyl)-1,3,5-triazine C1(=CC=C(C=C1)C1=NC(=NC(=N1)Cl)C1=CC(=CC=C1)[Si](C1=CC=CC=C1)(C1=CC=CC=C1)C1=CC=CC=C1)C1=CC=CC=C1